2-(3-(2-(2-aminoethoxy)ethoxy)propanamido)-N-(4,5-dimethylthiazol-2-yl)-5-methylbenzamide NCCOCCOCCC(=O)NC1=C(C(=O)NC=2SC(=C(N2)C)C)C=C(C=C1)C